1-allyl-N-(5-chloro-1H-indol-3-yl)-5-(trifluoromethyl)-1H-benzo[d]imidazol-2-amine C(C=C)N1C(=NC2=C1C=CC(=C2)C(F)(F)F)NC2=CNC1=CC=C(C=C21)Cl